3-[(E)-6-Fluorohex-2-enyl]-6,6,9-trimethyl-6a,7,10,10a-tetrahydrobenzo[c]chromen-1-ol FCCC/C=C/CC=1C=C(C=2C3C(C(OC2C1)(C)C)CC=C(C3)C)O